N-(3-(1-benzyl-1H-benzo[d]imidazol-6-yl)-1H-pyrazol-5-yl)-4-((2-(diethylamino)ethyl)amino)benzamide C(C1=CC=CC=C1)N1C=NC2=C1C=C(C=C2)C2=NNC(=C2)NC(C2=CC=C(C=C2)NCCN(CC)CC)=O